C1=CC=CC=2C3=CC=CC=C3C(C12)COC(=O)N[C@H](C(=O)O)CC1CC1 (S)-2-((((9H-fluoren-9-yl)methoxy)carbonyl)amino)-3-cyclopropylpropanoic acid